C(#N)[C@H](C)C1=CC=C(C(=O)OC)C=C1 |r| rac-Methyl 4-(1-cyanoethyl)benzoate